C(#N)C1CC2(C1)CC(N(CC2)CC2=C1C=CNC1=C(C=C2OC)C)C2=CC=C(C(=O)NCC1CCNCC1)C=C2 4-(2-cyano-7-((5-methoxy-7-methyl-1H-indol-4-yl)methyl)-7-azaspiro[3.5]nonan-6-yl)-N-(piperidin-4-ylmethyl)benzamide